5-(Trifluoromethyl)-2,3-dihydro-1,4-benzoxathiine-4-oxide FC(C1=CC=CC2=C1S(CCO2)=O)(F)F